5-amino-6-oxo-2,4-piperidinedicarboxylic acid NC1C(CC(NC1=O)C(=O)O)C(=O)O